N-(1-(tert-butyl)-3-(3,3-difluorocyclobutyl)-4-methyl-1H-pyrazol-5-yl)-2-(1-(trifluoromethyl)cyclopropyl)acetamide C(C)(C)(C)N1N=C(C(=C1NC(CC1(CC1)C(F)(F)F)=O)C)C1CC(C1)(F)F